2-chloro-7-iodo-5H-pyrrolo[3,2-d]pyrimidine ClC=1N=CC2=C(N1)C(=CN2)I